NC1=CC=C(C(=N1)F)N1C=C(C(C2=CC(=C(C=C12)N1[C@H](CCC1)COC1=NC=CC=C1Cl)Cl)=O)C(=O)O (R)-1-(6-amino-2-fluoropyridin-3-yl)-6-chloro-7-(2-(((3-chloropyridin-2-yl)oxy)methyl)pyrrolidin-1-yl)-4-oxo-1,4-dihydroquinoline-3-carboxylic acid